C(C)(C)(C)N1C=C(C=C1)C(=O)NCC1=CSC(=C1)C=1N(C2=CC=CC(=C2C1)N[C@H]1[C@H](CN(CC1)C)F)CC(F)(F)F 1-tert-butyl-N-{[5-(4-{[(3S,4R)-3-fluoro-1-methylpiperidin-4-yl]amino}-1-(2,2,2-trifluoroethyl)-1H-indol-2-yl)thiophen-3-yl]methyl}-1H-pyrrole-3-carboxamide